bis(2-heptylnonyl) 8-oxopentadecanedioate O=C(CCCCCCC(=O)OCC(CCCCCCC)CCCCCCC)CCCCCCC(=O)OCC(CCCCCCC)CCCCCCC